5-bromo-N2-(1-methylbenzimidazol-5-yl)-N4-[2-(trifluoromethylsulfonyl)phenyl]pyrimidine-2,4-diamine BrC=1C(=NC(=NC1)NC1=CC2=C(N(C=N2)C)C=C1)NC1=C(C=CC=C1)S(=O)(=O)C(F)(F)F